COC1=CC=2N(C=C1)C(=CN2)C2=CC=NC=N2 6-(7-Methoxy-imidazo[1,2-a]pyridin-3-yl)-pyrimidin